C(C=C)(=O)OC1=C(OC=C1)C=O acryloyloxyfurancarboxaldehyde